OC=1C=CC=C2NC=C(C[C@H](N)C(=O)O)C12 4-hydroxy-L-tryptophan